C(C)OC1=C(C=CC=C1)C=C(C)[N+](=O)[O-] 1-ethoxy-2-(2-nitro-1-propen-1-yl)benzene